6-(4'-methoxy-[1,1'-Biphenyl]-4-yl)-2-Methyl-1H-benzo[d]Imidazol COC1=CC=C(C=C1)C1=CC=C(C=C1)C=1C=CC2=C(NC(=N2)C)C1